4-(3-methoxypyridin-2-yl)-N-(4-methylpyridin-2-yl)thiazol-2-amine COC=1C(=NC=CC1)C=1N=C(SC1)NC1=NC=CC(=C1)C